N(=[N+]=[N-])CCOC=1C=C2CCC(C2=CC1)=O 5-(2-azidoethoxy)-2,3-dihydro-1H-inden-1-one